1-(2-Methoxyethyl)-3-(pyridin-3-yl-1H-pyrazol-4-yl)-N-(4-(1-(oxetan-3-yl)piperidin-4-yl)phenyl)pyrimidin-2-amine COCCN1C(N(CC=C1)C=1C=NN(C1)C=1C=NC=CC1)NC1=CC=C(C=C1)C1CCN(CC1)C1COC1